ClC=1C(=C2C=NC(=NN2C1C1CC(C1)(F)F)N[C@H]1[C@@H](CN(CC1)S(=O)(=O)C)F)F 6-chloro-7-(3,3-difluorocyclobutyl)-5-fluoro-N-((3R,4R)-3-fluoro-1-(methylsulfonyl)piperidin-4-yl)pyrrolo[2,1-f][1,2,4]triazin-2-amine